7-(4-chlorophenoxy)-1H,2H,3H,4H,9H-cyclopenta[b]quinolin-9-one ClC1=CC=C(OC2=CC=3C(C4=C(NC3C=C2)CCC4)=O)C=C1